di(3-butanesulfonic acid)-3,3'-bipyridyl salt N1=CC(=CC=C1)C=1C=NC=CC1.CCC(C)S(=O)(=O)O.CCC(C)S(=O)(=O)O